Dimethylditetradecylammonium bromide [Br-].C[N+](CCCCCCCCCCCCCC)(CCCCCCCCCCCCCC)C